N1C(=NC=C1)C1=NC=2C(=C3C(=NC2)N(C=C3)S(=O)(=O)C3=CC=CC=C3)N1[C@H]1CNCC1 (R)-2-(1H-imidazol-2-yl)-6-(benzenesulfonyl)-1-(pyrrolidin-3-yl)-1,6-dihydroimidazo[4,5-d]pyrrolo[2,3-b]pyridine